The molecule is a carboxylic ester compound formed from condensation between retronecine and (2S,3R)-2,3-dihydroxy-2-isopropylbutanoic acid. It is a member of pyrrolizines, an azabicycloalkane and a carboxylic ester. C[C@H]([C@@](C(C)C)(C(=O)OCC1=CCN2[C@H]1[C@@H](CC2)O)O)O